NC1=NC(=CC(=N1)N1CCC2(C[C@H](NC2)C(=O)O)CC1)O[C@@H](C(F)(F)F)C1=C(C=C(C=C1)Cl)C1=CC(=CC=C1)N1C(N(CC1)C)=O (S)-8-(2-amino-6-((R)-1-(5-chloro-3'-(3-methyl-2-oxoimidazolidin-1-yl)-[1,1'-biphenyl]-2-yl)-2,2,2-trifluoroethoxy)pyrimidin-4-yl)-2,8-diazaspiro[4.5]decane-3-carboxylic acid